C(C1=CC=CC=C1)OC(=O)N(C)CC1=C(SC(=C1)Cl)C1=CC=C(C(=N1)C)O[C@@H]1C[C@H](CCC1)C(=O)[O-] (1S,3S)-3-((6-(3-((((benzyloxy)carbonyl)(methyl)amino)methyl)-5-chlorothiophen-2-yl)-2-Methylpyridin-3-yl)oxy)-cyclohexane-1-carboxylate